6-(5-(2-fluoro-6-(2H-1,2,3-triazol-2-yl)benzoyl)hexahydropyrrolo[3,4-c]pyrrol-2(1H)-yl)pyridin-2(1H)-one FC1=C(C(=O)N2CC3C(C2)CN(C3)C3=CC=CC(N3)=O)C(=CC=C1)N1N=CC=N1